O1C(=CC=C1C(=O)Cl)C(=O)Cl furan-2,5-dicarboxylic acid chloride